FC(S(=O)C=1N=C2N(N1)[C@@H](C[C@@H]2F)C2=CC(=CC=C2)F)F (5S,7S)-2-((difluoromethyl)sulfinyl)-7-fluoro-5-(3-fluorophenyl)-6,7-dihydro-5H-pyrrolo[1,2-b][1,2,4]triazole